CN1C(=NC2=C1C=C(C=C2C)C2=CC=C(C=C2)C2CCN(CC2)C2CCOCC2)C2=CC=C(C=C2)S(=O)(=O)C 1,4-Dimethyl-2-(4-(methylsulfonyl)phenyl)-6-(4-(1-(tetrahydro-2H-pyran-4-yl)piperidin-4-yl)phenyl)-1H-benzo[d]imidazol